BrC1=CN(C2=C1N=CN=C2Cl)C2=C(C=C(N)C=C2)F 4-(7-bromo-4-chloro-5H-pyrrolo[3,2-d]pyrimidin-5-yl)-3-fluoroaniline